5-[(tert-butyldimethylsilyl)oxy]-3,3-dimethylpentanal [Si](C)(C)(C(C)(C)C)OCCC(CC=O)(C)C